N1(CC=CC=C1)C1=CC=CC=N1 N1,6'-bipyridyl